2-(2,2,7-trifluoro-3-oxo-6-(2,3,4,5-tetrafluorophenyl)-2,3-dihydro-4H-benzo[b][1,4]oxazin-4-yl)acetic acid FC1(C(N(C2=C(O1)C=C(C(=C2)C2=C(C(=C(C(=C2)F)F)F)F)F)CC(=O)O)=O)F